ClC1=C(C=CC=2N(C(N(C21)C)=O)C2C(NC(CC2)=O)=O)C2CCN(CC2)CC(=O)O 2-[4-[4-chloro-1-(2,6-dioxo-3-piperidyl)-3-methyl-2-oxo-benzimidazol-5-yl]-1-piperidyl]acetic acid